FC1(CC(C1)C1=NN(C(=C1C)NC(OCC(C)(C)F)=O)CC(F)(F)F)F 2-fluoro-2-methylpropyl (3-(3,3-difluorocyclobutyl)-4-methyl-1-(2,2,2-trifluoroethyl)-1H-pyrazol-5-yl)carbamate